O[Si](CCCCP(O)(O)=O)(O)O 3-(trihydroxysilyl)propyl-methylphosphonic acid